ClC=1C=CC2=C(N=C(O2)C2CC3(CC(C3)NC(=O)C=3OC(=CC3)[S@](=O)(=N)C3CC3)C2)C1 (Sa)-N-[6-(5-chloro-1,3-benzoxazol-2-yl)spiro[3.3]heptan-2-yl]-5-[(S)-cyclopropylsulfonimidoyl]furan-2-carboxamide